C(C)(C)(C)OC(=O)NCCN(CCCCCCCC(=O)OCCCC(CCCCC)CCCCC)CCCCCCCC(OCCCC(CCCCC)CCCCC)=O 4-pentylnonyl 8-[2-(tert-butoxycarbonylamino)ethyl-[8-oxo-8-(4-pentylnonoxy) octyl]amino]octanoate